1,3,5-tris(prop-2-yn-1-yl)-1,3,5-triazinan-2,4,6-trione C(C#C)N1C(N(C(N(C1=O)CC#C)=O)CC#C)=O